N-(4-chlorophenyl)-5-(prop-2-en-1-yloxy)-3-{4-[4-(trifluoromethoxy)phenyl]piperazin-1-yl}pentanamide ClC1=CC=C(C=C1)NC(CC(CCOCC=C)N1CCN(CC1)C1=CC=C(C=C1)OC(F)(F)F)=O